2-(1-Diphenylmethylazetidin-3-ylidene)-3-methylbutyric acid ethyl ester C(C)OC(C(C(C)C)=C1CN(C1)C(C1=CC=CC=C1)C1=CC=CC=C1)=O